Cl.CNC(C=C)=O N-methyl-acrylamide hydrochloride